thallium copper nickel sulphide [Ni]=S.[Cu].[Tl]